Natrium valerat C(CCCC)(=O)[O-].[Na+]